C(=O)O.NCC1CCN(CC1)C(=O)C1=C(C=C(C=C1)NC=1C=2N(C=CN1)C(=CN2)C2=C(C(=C(C=C2)OCC=2C=NC=CC2)F)F)C [4-(aminomethyl)-1-piperidyl]-[4-[[3-[2,3-difluoro-4-(3-pyridylmethoxy)phenyl]imidazo[1,2-a]pyrazin-8-yl]amino]-2-methyl-phenyl]methanone formate